[3-(methacryloylamino)propyl]dimethylammonium chloride [Cl-].C(C(=C)C)(=O)NCCC[NH+](C)C